N,N-dimethyl-1-(2-(6-(trifluoromethyl)imidazo[1,2-a]pyridin-3-yl)pyrimidin-4-yl)piperidine-3-carboxamide CN(C(=O)C1CN(CCC1)C1=NC(=NC=C1)C1=CN=C2N1C=C(C=C2)C(F)(F)F)C